5-(2,4-diethylphenyl)-1,3,3,5,7-pentamethyloctahydrobenzo[c]isoxazole C(C)C1=C(C=CC(=C1)CC)C1(CC2C(N(OC2(C)C)C)C(C1)C)C